NC(CC(=O)O)C(NC(CC(OC(C)C)=O)CC)=O 3-Amino-3-{[1-oxo-1-(propan-2-yloxy)pentan-3-yl]carbamoyl}propanoic acid